(3aR,5R,6aS)-2-(4-(benzyloxy)-3,5-difluorophenethyl)-5-(2-fluorophenoxy)hexahydrocyclopenta[c]pyrrol-3a(1H)-ol C(C1=CC=CC=C1)OC1=C(C=C(CCN2C[C@H]3[C@@](C2)(C[C@@H](C3)OC3=C(C=CC=C3)F)O)C=C1F)F